ClC=1C=C2C=NNC2=C(C1NC(=O)C=1N(N=C(C1)C(F)(F)F)C1=NC=CC=C1Cl)C(=O)N 5-chloro-6-[[2-(3-chloro-2-pyridyl)-5-(trifluoromethyl)pyrazole-3-carbonyl]amino]-1H-indazole-7-carboxamide